4-amino-N-[(1-ethyl-2-pyrrolidinyl)methyl]-5-(ethylsulfonyl)-2-methoxybenzamide NC1=CC(=C(C(=O)NCC2N(CCC2)CC)C=C1S(=O)(=O)CC)OC